di(pentachlorophenyl) disulfide ClC1=C(C(=C(C(=C1SSC1=C(C(=C(C(=C1Cl)Cl)Cl)Cl)Cl)Cl)Cl)Cl)Cl